chloro-5-(1-chloroethyl)-3-methoxy-4-methylpyridine ClC1=NC=C(C(=C1OC)C)C(C)Cl